ClC1=CC=C(C=C1)N1N=C(C=C1)CN1CCC2(CC1)COC1=C3CN(C(C3=CC=C12)=O)[C@@H]1C(NC(CC1)=O)=O (S)-3-(1'-((1-(4-chlorophenyl)-1H-pyrazol-3-yl)methyl)-6-oxo-6,8-dihydro-2H,7H-spiro[furo[2,3-e]isoindole-3,4'-piperidin]-7-yl)piperidine-2,6-dione